S1C(SCC1)C1SCCS1 1,3-dithiolanyl-(1,3-dithiolan)